(trityldisulfaneyl)piperazine-2,3,5-trione C(C1=CC=CC=C1)(C1=CC=CC=C1)(C1=CC=CC=C1)SSN1C(C(NC(C1)=O)=O)=O